BrC1=NC2=C(N1C1=CC=CC=3C(C4=CC=CC=C4C13)(C)C)C=CC=C2 2-bromo-1-(9,9-dimethyl-9H-fluoren-4-yl)-1H-benzimidazole